C1(CCC1)C1=C(C=O)C=CC=C1F 2-cyclobutyl-3-fluorobenzaldehyde